BrCCOCC1C2C=CC(C1)C2 5-(2-bromoethoxymethyl)bicyclo[2.2.1]hept-2-ene